NC=1C2=C(N=CN1)N(C(=C2C2=CC(=C(C=C2)OC2=NC(=CC=C2)C)OC)C#CC2CCN(CC2)C(C=C)=O)C(C)C 1-[4-[2-(4-amino-5-[3-methoxy-4-[(6-methylpyridin-2-yl)oxy]phenyl]-7-(propan-2-yl)-7H-pyrrolo[2,3-d]pyrimidin-6-yl)ethynyl]piperidin-1-yl]prop-2-en-1-one